C1(CCCCCC1)NC(=O)C=1C(=NC=CC1)C(=O)O (cycloheptylcarbamoyl)picolinic acid